(Z)-N-((E)-1-aminoethylidene)-3-(4-chlorophenyl)-4-phenyl-N'-(phenylsulfonyl)-5,6-dihydropyridazine-1(4H)-carboximidamide N\C(\C)=N\C(=N\S(=O)(=O)C1=CC=CC=C1)\N1N=C(C(CC1)C1=CC=CC=C1)C1=CC=C(C=C1)Cl